(S)-3-(3,5-dichlorophenyl)-3-(2-(2-(5,6,7,8-tetrahydro-1,8-naphthyridin-2-yl)ethyl)-2H-1,2,3-triazole-4-carboxamido)propionic acid ClC=1C=C(C=C(C1)Cl)[C@H](CC(=O)O)NC(=O)C1=NN(N=C1)CCC1=NC=2NCCCC2C=C1